S(=O)(=O)([O-])O.[OH-].[Zn+2] Zinc Hydroxide Sulphate